ClC=1C(=NC(=NC1)NC1=C(C=C2CCN(CC2=C1)C)OC)N1C[C@@](C2=CC=CC=C12)(C)CC(=O)OC (S)-methyl 2-(1-(5-chloro-2-((6-methoxy-2-methyl-1,2,3,4-tetrahydroisoquinolin-7-yl)amino)pyrimidin-4-yl)-3-methylindolin-3-yl)acetate